C1(CC1)C=1C(=C(O[C@H]2CC3(CN(C3)C(=O)C3CC(C3)(C)O)CC2)C=CC1)F |r| (rac)-(6-(3-cyclopropyl-2-fluorophenoxy)-2-azaspiro[3.4]oct-2-yl)((1s,3s)-3-hydroxy-3-methylcyclobutyl)methanone